2-(3,4-dichlorophenyl)-2-({4-[(2-imino-2,3-dihydro-1,3-oxazol-3-yl)methyl]-1H-1,3-benzodiazol-2-yl}amino)propan-1-ol ClC=1C=C(C=CC1Cl)C(CO)(C)NC1=NC2=C(N1)C=CC=C2CN2C(OC=C2)=N